lead (II) nitrate hydrate O.[N+](=O)([O-])[O-].[Pb+2].[N+](=O)([O-])[O-]